C1(CC1)C=1N=CC2=C3C(=CC(=C2C1)S(NCC(C)C)(=O)=O)[C@@H](C[C@H]3N3C(=NN=C3)NC=3C=NC=CC3)NC(=O)C=3C=NC=CC3 |r| N-[Trans-(7RS,9RS)-3-cyclopropyl-5-(2-methylpropylsulfamoyl)-9-[3-(pyridin-3-ylamino)-1,2,4-triazol-4-yl]-8,9-dihydro-7H-cyclopenta[h]isochinolin-7-yl]pyridin-3-carboxamid